CC1=CC2=C(N=C(N=C2NCCCC2=CC=C(C=C2)OC(F)(F)F)C2=NOC(=C2)C)S1 6-methyl-2-(5-methylisoxazol-3-yl)-N-(3-(4-(trifluoromethoxy)phenyl)propyl)thieno[2,3-d]pyrimidin-4-amine